COC(=O)C=1C(OC(C(C1C=1C=C(C=CC1C1CC1)C1=C(C=C(C=C1)Cl)Cl)=O)(C)C)(C)C 4-(2',4'-dichloro-4-cyclopropyl-[1,1'-biphenyl]-3-yl)-5,6-dihydro-2,2,6,6-tetramethyl-5-oxo-2H-pyran-3-yl-carboxylic acid methyl ester